ClC1=C(COC2=CC=C(C=C2)NC(=O)NCC=2C(=C3CN(C(C3=CC2)=O)C2C(NC(CC2)=O)=O)F)C=CC=C1 1-(4-((2-chlorobenzyl)oxy)phenyl)-3-((2-(2,6-dioxopiperidin-3-yl)-4-fluoro-1-oxoisoindolin-5-yl)methyl)urea